C(CCCCCCCCCCCCCCC=C)#N heptadec-16-enenitrile